BrCC(C(=O)O)CC 2-(bromomethyl)butyric acid